CN(C)\C=N\C=1C=CNC1I 4-(((E)-(dimethylamino)methylene)amino)-5-iodopyrrole